dipropoxy-ε-caprolactone C(CC)OC1(C(=O)OCCCC1)OCCC